1,8-diaminooctene NC=CCCCCCCN